B(O)(O)O.FC(C(O)(C(F)(F)F)C(C(F)(F)F)(C(F)(F)F)O)(F)F.FC(C(O)(C(F)(F)F)C(C(F)(F)F)(C(F)(F)F)O)(F)F bis(perfluoropinacol) borate